4-(6-aminopyridazine-3-yl)-1-methylpiperazine-2-one NC1=CC=C(N=N1)N1CC(N(CC1)C)=O